NC(CCC(=O)OCCN(C)CCN(C)C)=O 2-((2-(dimethylamino)ethyl)(methyl)amino)ethyl 4-amino-4-oxobutanoate